tert-Butyl 4-(4-(3-cyano-4-((6,6-difluoro-6,7-dihydro-5H-cyclopenta[b]pyridin-7-yl)oxy)pyrazolo[1,5-a]pyridin-6-yl)-5-methyl-1H-1,2,3-triazol-1-yl)piperidine-1-carboxylate C(#N)C=1C=NN2C1C(=CC(=C2)C=2N=NN(C2C)C2CCN(CC2)C(=O)OC(C)(C)C)OC2C(CC=1C2=NC=CC1)(F)F